(2,4,6-trichloropyrimidin-5-yl)methanol ClC1=NC(=C(C(=N1)Cl)CO)Cl